N-(4b-hydroxy-7-isopropyl-4-nitro-10-oxo-4b,10-dihydro-9bH-indeno[1,2-b]benzofuran-9b-yl)-3-methyl-2-oxopentanamide OC12OC3=C(C1(C(C1=CC=CC(=C12)[N+](=O)[O-])=O)NC(C(C(CC)C)=O)=O)C=CC(=C3)C(C)C